(1R,3r)-3-((R)-3-(1-(1-((R)-1-(2,4-dichlorophenyl)ethyl)-1H-[1,2,3]triazolo[4,5-b]pyrazin-6-yl)azetidin-3-yl)piperidin-1-yl)-1-methylcyclobutane ClC1=C(C=CC(=C1)Cl)[C@@H](C)N1N=NC=2C1=NC(=CN2)N2CC(C2)[C@@H]2CN(CCC2)C2CC(C2)C